N2,N7-bis(4-tert-butylcyclohexyl)-N2,N7-Bis(3-(dimethylamino)propyl)-9,10-dioxo-9,10-dihydroanthracene-2,7-disulfonamide C(C)(C)(C)C1CCC(CC1)N(S(=O)(=O)C1=CC=2C(C3=CC(=CC=C3C(C2C=C1)=O)S(=O)(=O)N(CCCN(C)C)C1CCC(CC1)C(C)(C)C)=O)CCCN(C)C